CN1[C@@H]([C@H](CC1=O)C(NCCC(NCCOCCOCCC(=O)NC1CCC(CC1)C(=O)OC(C)(C)C)=O)=O)C=1C=NC=CC1 tert-butyl (1s,4s)-4-(1-((2S,3S)-1-methyl-5-oxo-2-(pyridin-3-yl)pyrrolidin-3-yl)-1,5-dioxo-9,12-dioxa-2,6-diazapentadecan-15-amido)cyclohexane-1-carboxylate